Benzyl-(perfluorobutyl)sulfane C(C1=CC=CC=C1)SC(C(C(C(F)(F)F)(F)F)(F)F)(F)F